(2S,3S,4R,5R)-5-(2-(5-chloropyridin-3-yl)-6-(((4-methylpyridin-2-yl)methyl)-amino)-9H-purin-9-yl)-3,4-dihydroxyl-N-methyltetrahydrothiophen-2-formamide ClC=1C=C(C=NC1)C1=NC(=C2N=CN(C2=N1)[C@H]1[C@@H]([C@@H]([C@H](S1)C(=O)NC)O)O)NCC1=NC=CC(=C1)C